N-(3-chloro-4-methyl-5-(morpholinomethyl)phenyl)-2-((2-(2,6-dioxopiperidin-3-yl)-3-oxoisoindolin-5-yl)oxy)acetamide ClC=1C=C(C=C(C1C)CN1CCOCC1)NC(COC=1C=C2C(N(CC2=CC1)C1C(NC(CC1)=O)=O)=O)=O